C1(CCCCC1)C1=CC=C(C=C1)NC=1C2=C(N=C(N1)N1C[C@H](OCC1)C)N=CC(=C2)NC(C)=O N-{4-[(4-cyclohexylphenyl)amino]-2-[(2R)-2-methylmorpholin-4-yl]pyrido[2,3-d]pyrimidin-6-yl}acetamide